CC=1C(=CC(=NC1)N)C(F)(F)F 5-methyl-4-(trifluoromethyl)pyridin-2-amine